(S)-7-(2-benzyl-3-chloro-7-oxo-2,4,5,7-tetrahydro-6H-pyrazolo[3,4-c]pyridin-6-yl)-2-(tert-butyl)-9-methyl-6,7-dihydro-oxazolo[5',4':4,5]benzo[1,2-b][1,4]oxazepin-8(9H)-one C(C1=CC=CC=C1)N1N=C2C(N(CCC2=C1Cl)[C@@H]1C(N(C2=C(OC1)C=C1C(=C2)OC(=N1)C(C)(C)C)C)=O)=O